NC1=CC(=C(C=C1)C=1C(=NC=C(C1)C=1C=NNC1)N)F 3-(4-amino-2-fluorophenyl)-5-(1H-pyrazol-4-yl)pyridin-2-ylamine